OCC1=CC(=NC=C1)S(=O)(=O)Cl 4-(Hydroxymethyl)pyridine-2-sulfonyl chloride